N'-[2-cyano-4,5-di(3-chloropropoxy)phenyl]-N,N-dimethylformamidine C(#N)C1=C(C=C(C(=C1)OCCCCl)OCCCCl)N=CN(C)C